C(C)C1=NC(=NO1)C=1C=C2CC[C@H](C2=CC1)NC(=O)C=1C=NNC1 (R)-N-(5-(5-ethyl-1,2,4-oxadiazol-3-yl)-2,3-dihydro-1H-inden-1-yl)-1H-pyrazole-4-carboxamide